methyl 6-(benzyloxy)-10-(trifluoromethyl)-[1,2,4]triazolo[5,1-a]isoquinoline-5-carboxylate C(C1=CC=CC=C1)OC1=C(N2C(C3=C(C=CC=C13)C(F)(F)F)=NC=N2)C(=O)OC